NCC(=O)OCC=1C=NC2=C(N=CC=C2C1)NC=1C(=C(C=CC1)C1=CC=CC=C1)C ((8-((2-methyl-[1,1'-biphenyl]-3-yl) amino)-1,7-naphthyridin-3-yl) methyl) glycinate